2,5-diphenyl-tetrazolium C1(=CC=CC=C1)N1[NH+]=C(N=N1)C1=CC=CC=C1